OC1=C(C(=CC(=C1)C(F)(F)F)C)C=1C=CC=2C(N1)=NN(C2)C2CCC(NC2)=O 5-[6-[2-hydroxy-6-methyl-4-(trifluoromethyl)phenyl]pyrazolo[3,4-b]pyridin-2-yl]piperidin-2-one